C(C)OC1=NC=CC=C1C=1C=C(C=2N(N1)C(=NC2C(CC)C)C)NCC=2C=NN(C2)C (+)-2-(2-ethoxy-3-pyridinyl)-7-methyl-N-[(1-methylpyrazol-4-yl)methyl]-5-[1-methylpropyl]imidazo[1,5-b]pyridazin-4-amine